2-(3-(3-(6-(1-methyl-1H-pyrazol-4-yl)pyrrolo[1,2-b]pyridazin-4-yl)-3,8-diazabicyclo[3.2.1]oct-8-yl)oxetan-3-yl)acetonitrile CN1N=CC(=C1)C=1C=C2N(N=CC=C2N2CC3CCC(C2)N3C3(COC3)CC#N)C1